O1CCN(CC1)CCN1C(CCC2=CC=C(C=C12)C1=CC=C(C#N)C=C1)=O 4-[1-(2-morpholinoethyl)-2-oxo-1,2,3,4-tetrahydroquinolin-7-yl]benzonitrile